(R)-4-((1-(3-(difluoromethyl)-2-fluorophenyl)ethyl)amino)-6-(1-(fluoromethyl)cyclopropyl)-2-methyl-8-vinylpyrido[4,3-d]pyrimidine-7(6H)-one FC(C=1C(=C(C=CC1)[C@@H](C)NC=1C=2C(N=C(N1)C)=C(C(N(C2)C2(CC2)CF)=O)C=C)F)F